FC(CCS(=O)(=O)NC1=C(C=C(C=C1)C=1C=C(C=2N=C(N=CC2N1)N[C@@H]1CNC[C@@H](C1)CF)C(C)C)F)(F)F 3,3,3-trifluoro-N-(2-fluoro-4-(2-(((3S,5R)-5-(fluoromethyl)piperidin-3-yl)amino)-8-isopropylpyrido[3,2-d]pyrimidine-6-yl)phenyl)propane-1-sulfonamide